4-(Aminomethyl)-3,5-difluorobenzenesulfonamide HCl Cl.NCC1=C(C=C(C=C1F)S(=O)(=O)N)F